ClC1=C(C(=CC=C1)[N+](=O)[O-])Cl 1,2-dichloro-3-nitrobenzene